4,5-dichloro-1-benzylpyridazinone ClC1C(NN(C=C1Cl)CC1=CC=CC=C1)=O